CN(C(CC(=O)Br)=NOCC(CN1CCCCC1)O)C 3-(dimethylamino)-N-(2-hydroxy-3-(piperidin-1-yl)propoxy)iminopropionyl bromide